ClC=1C(=C(CN2[C@@H](C[C@@](CC2)(C(=O)O)CC2=NC(=NC(=C2F)C#N)NC2=NNC(=C2)C)CC)C=CC1)F (2R,4R)-1-(3-chloro-2-fluorobenzyl)-4-((6-cyano-5-fluoro-2-((5-methyl-1H-pyrazol-3-yl)amino)-pyrimidin-4-yl)methyl)-2-ethyl-piperidine-4-carboxylic acid